O=C1N(C(C=C1)=O)CCC(NCCOCCOCCOCCOCCC)=O 19-(2,5-dioxo-2,5-dihydro-1H-pyrrol-1-yl)-17-oxo-4,7,10,13-tetraoxa-16-azanonadecane